FC1(CN(C1)C(=O)OC(C)(C)C)C(CO)NC(=S)N1[C@H](C2=CC=CC=C2CC1)C1=CC=C(C=C1)F tert-butyl 3-fluoro-3-(1-((S)-1-(4-fluorophenyl)-1,2,3,4-tetrahydroisoquinoline-2-carbothioamido)-2-hydroxyethyl)azetidine-1-carboxylate